oleyl-trimethylammonium C(CCCCCCC\C=C/CCCCCCCC)[N+](C)(C)C